α,4a-diaza-S-indacene-propionic acid C1(=CC=C2CN3C=CC=C3C=C12)CNC(=O)O